ClC1=CC=2C(=NC(C3=CC(=NN3C2C=C1)C(=O)O)C)C1=C(C=CC=C1)F 12-Chloro-9-(2-fluorophenyl)-7-methyl-2,3,8-triazatricyclo[8.4.0.02,6]tetradeca-1(10),3,5,8,11,13-hexaene-4-carboxylic Acid